6-(3-((benzyloxy)methyl)azetidin-1-yl)-1-methyl-1,3-dihydro-2H-benzo[d]imidazol-2-one C(C1=CC=CC=C1)OCC1CN(C1)C=1C=CC2=C(N(C(N2)=O)C)C1